NC1=NC=2C=CC(=CC2C2=C1C=NN2C)C(=O)N([C@@H]2COC1=C2C=CC(=C1)C1=CN=C(S1)C(F)(F)F)C 4-amino-N,1-dimethyl-N-((3S)-6-(2-(trifluoromethyl)-1,3-thiazol-5-yl)-2,3-dihydro-1-benzofuran-3-yl)-1H-pyrazolo[4,3-c]quinoline-8-carboxamide